3-(2,5-bis(4-fluorophenyl)-1H-pyrrol-3-yl)-N-((2S,3S)-1,3-dihydroxybutan-2-yl)propanamide FC1=CC=C(C=C1)C=1NC(=CC1CCC(=O)N[C@@H](CO)[C@H](C)O)C1=CC=C(C=C1)F